5-ethylbenzoic acid C(C)C=1C=CC=C(C(=O)O)C1